BrC1=CCC2(C=3C(C4=CC=CC=C4C13)(C)C)C=CC=C1C3=CC=CC=C3C=C12 4-bromo-9,9-dimethyl-spirobifluorene